N,N-dimethyl-N'-((2,3,5,6-tetrafluoro-4-((2-hydroxyethyl)sulfonyl)phenyl)sulfonyl)formimidamide CN(C=NS(=O)(=O)C1=C(C(=C(C(=C1F)F)S(=O)(=O)CCO)F)F)C